C(C=C)(=O)[O-].C[NH+](C)C N,N,N-trimethyl-ammonium acrylate